racemic-(3-chloro-4-(4-(3-(hydroxymethyl)-2,3-dihydro-[1,4]dioxino[2,3-b]pyridin-8-yl)thiophen-2-yl)phenyl)(4-hydroxypiperidin-1-yl)methanone ClC=1C=C(C=CC1C=1SC=C(C1)C1=C2C(=NC=C1)O[C@@H](CO2)CO)C(=O)N2CCC(CC2)O |r|